CC1=CC2=C(N=C(S2)NC(CSC=2N(C(C3=C(N2)CC(S3)C)=O)C)=O)C=C1 N-(6-Methyl-2-benzothiazolyl)-2-[(3,4,6,7-tetrahydro-3,6-dimethyl-4-oxothieno[3,2-d]pyrimidin-2-yl)thio]acetamide